tert-butyl 4-chloro-3,6-dimethylpicolinate ClC1=C(C(=NC(=C1)C)C(=O)OC(C)(C)C)C